2-(1H-indol-6-yl)-3-((4-(2-oxo-2-(pyridin-3-yl-amino)ethyl)phenyl)ethynyl)benzoic acid N1C=CC2=CC=C(C=C12)C1=C(C(=O)O)C=CC=C1C#CC1=CC=C(C=C1)CC(NC=1C=NC=CC1)=O